N-(4-(2-(((2-(2-methoxyphenyl)trans-cyclopropyl)methyl)amino)ethyl)trans-cyclohexyl)pyrrolidine-1-carboxamide COC1=C(C=CC=C1)[C@H]1[C@@H](C1)CNCC[C@@H]1CC[C@H](CC1)NC(=O)N1CCCC1